BrC=1C=NC2=C3N=CC(=CC3=CC=C2C1)Cl 3-bromo-8-chloro-1,10-phenanthroline